3-(7-bromoimidazo[1,2-a]pyridine-2-carbonyl)-3,8-diazabicyclo[3.2.1]octane-8-carboxylate BrC1=CC=2N(C=C1)C=C(N2)C(=O)N2CC1CCC(C2)N1C(=O)[O-]